ClC=1C=CC(=C(C1)S(=O)(=O)NC1=NC=CC(=C1F)C#CC=1C=C2C(=NC1)NN=C2)OC 5-chloro-N-[3-fluoro-4-(2-{1H-pyrazolo[3,4-b]pyridin-5-yl}ethynyl)pyridin-2-yl]-2-methoxybenzene-1-sulfonamide